4-(4-(1-(3-methoxybenzyl)azetidine-3-carbonyl)-3,4-dihydro-2H-pyrido[4,3-b][1,4]oxazin-8-yl)-benzonitrile COC=1C=C(CN2CC(C2)C(=O)N2C3=C(OCC2)C(=CN=C3)C3=CC=C(C#N)C=C3)C=CC1